5-{methyl-[3-methyl-5-(4-methylpiperazin-1-yl)imidazo[1,2-a]pyridin-2-yl]methylamino}-2-(pyridin-2-yl)-4,5,6,7-tetrahydro-2H-indazol-3-ol CN(C1CC2=C(N(N=C2CC1)C1=NC=CC=C1)O)CC=1N=C2N(C(=CC=C2)N2CCN(CC2)C)C1C